CN(CCOC1=CC=C(C=C1)NC=1C(=CC=CC1)N)C N1-(4-(2-(dimethylamino)ethoxy)phenyl)benzene-1,2-diamine